(2s,3s)-2-(5-chlorothiophene-2-yl)-2-methyl-5-oxopyrrolidine-3-carboxylic acid ClC1=CC=C(S1)[C@]1(NC(C[C@@H]1C(=O)O)=O)C